(2S)-3-(benzyloxy)-2-(4-(1-(2,6-dioxopiperidin-3-yl)-3-ethyl-2-oxo-2,3-dihydro-1H-benzo[d]imidazol-5-yl)piperidin-1-yl)propanoic acid C(C1=CC=CC=C1)OC[C@@H](C(=O)O)N1CCC(CC1)C1=CC2=C(N(C(N2CC)=O)C2C(NC(CC2)=O)=O)C=C1